ClC1=NC=C(C(=N1)NCC1=CC=C(C=C1)C=1N(C=C(N1)C(F)(F)F)C)[N+](=O)[O-] 2-chloro-N-(4-(1-methyl-4-(trifluoromethyl)-1H-imidazol-2-yl)benzyl)-5-nitropyrimidin-4-amine